O[C@H](C)[C@]1(CN(CC1)C(C)(C)C=1C=NC(=CC1)C(F)(F)F)CCC1=CC=C(C#N)C=C1 |o1:1| 4-(2-((R)-3-((R or S)-1-hydroxyethyl)-1-(2-(6-(trifluoromethyl)pyridin-3-yl)propan-2-yl)pyrrolidin-3-yl)ethyl)benzonitrile